5-{[5-(3,4-difluorophenyl)pyridin-3-yl]amino}-2-{2-methanesulfonyl-2,7-diazaspiro[3.5]nonan-7-yl}benzonitrile FC=1C=C(C=CC1F)C=1C=C(C=NC1)NC=1C=CC(=C(C#N)C1)N1CCC2(CN(C2)S(=O)(=O)C)CC1